5-(2-(hydroxymethyl)imidazo[1,2-a]pyridin-6-yl)-2-isobutoxybenzonitrile OCC=1N=C2N(C=C(C=C2)C=2C=CC(=C(C#N)C2)OCC(C)C)C1